(1R,4R)-4-(((2-((3-chloro-1-methyl-1H-pyrazol-4-yl)amino)-5-fluoropyrimidin-4-yl)oxy)methyl)cyclohexan-1-ol ClC1=NN(C=C1NC1=NC=C(C(=N1)OCC1CCC(CC1)O)F)C